N-cyclohexyl-1-(4-(tributylsilyl)phenyl)-N-((4-(tributylsilyl)phenyl)(2-(trimethylsilyl)phenyl)phosphaneyl)-1-(2-(trimethylsilyl)phenyl)phosphanamine C1(CCCCC1)N(P(C1=C(C=CC=C1)[Si](C)(C)C)C1=CC=C(C=C1)[Si](CCCC)(CCCC)CCCC)P(C1=C(C=CC=C1)[Si](C)(C)C)C1=CC=C(C=C1)[Si](CCCC)(CCCC)CCCC